2-fluoro-6-(methoxymethoxy)-8-(4,4,5,5-tetramethyl-1,3,2-dioxaborolan-2-yl)-1-naphthonitrile FC1=C(C2=C(C=C(C=C2C=C1)OCOC)B1OC(C(O1)(C)C)(C)C)C#N